butyl 4-((5-cyclopropyl-3-(2-(trifluoromethoxy)phenyl)isoxazol-4-yl)methoxy)azepane-1-carboxylate C1(CC1)C1=C(C(=NO1)C1=C(C=CC=C1)OC(F)(F)F)COC1CCN(CCC1)C(=O)OCCCC